methyl-5-oxo-11,11a-dihydro-1H-pyrrolo[2,1-c][1,4]benzodiazepine-10(5H)-carboxylate COC(=O)N1CC2N(C(C3=C1C=CC=C3)=O)C=CC2